C(C=C)(=O)OCCOC(CCC(=O)O)=O succinic acid mono(2-acryloyloxy ethyl) ester